CC(CC/C=C(/C)\\CC/C=C(\\C)/CC/C=C(\\C)/CCC=C(C)C)CCOP(=O)(O)OP(=O)(O)OC1[C@@H]([C@H]([C@@H]([C@H](O1)CO)O[C@H]2[C@@H]([C@H]([C@@H]([C@H](O2)CO)O[C@H]3[C@H]([C@H]([C@@H]([C@H](O3)CO)O)O)O)O)NC(=O)C)O)NC(=O)C The molecule is a dolichyl diphosphooligosaccharide in which the oligosaccharide moiety is the Man1GlcNAc2 linear trisaccharide beta-D-Man-(1->4)-beta-D-GlcNAc-(1->4)-D-GlcNAc. It is a dolichyl diphosphooligosaccharide and a glucosamine oligosaccharide. It is a conjugate acid of a beta-D-Man-(1->4)-beta-D-GlcNAc-(1->4)-D-GlcNAc(PP-Dol)(2-).